2-(5-ethyl-4-methylthiophen-2-yl)-4-(thiophen-2-ylmethylene)oxazol-5(4H)-one C(C)C1=C(C=C(S1)C=1OC(C(N1)=CC=1SC=CC1)=O)C